methyl (R)-5-(1-(2-hydroxy-3-(2-methoxyethoxy)propyl)-3-methyl-1H-pyrazol-4-yl)pyrazolo[1,5-a]pyridine-3-carboxylate O[C@H](CN1N=C(C(=C1)C1=CC=2N(C=C1)N=CC2C(=O)OC)C)COCCOC